OCCOC1=C(C=CC=C1C)C(C)(C)C1=C(C(=CC=C1)C)OCCO 2,2-bis{(2-hydroxyethoxy)-3-methylphenyl}propane